1-benzofuran-4-one O1CC=C2C1=CC=CC2=O